1-(3-Methyl-4-hydroxyphenyl)-3,3-bis(4-hydroxyphenyl)butane methyl-(S)-4-(2-(5-cyclopropyl-4,7-difluoro-3,3-dimethyl-2-oxoindol-1-yl)acetamido)-3-fluorobutyrate COC(C[C@@H](CNC(CN1C(C(C2=C(C(=CC(=C12)F)C1CC1)F)(C)C)=O)=O)F)=O.CC=1C=C(C=CC1O)CCC(C)(C1=CC=C(C=C1)O)C1=CC=C(C=C1)O